O1COC2=C1C=CC=C2S(=O)(=O)C2=CC=C(C=C2)CNC(=O)C=2C=C1C(=NC2)NN=C1 N-{[4-(2H-1,3-benzodioxole-4-sulfonyl)phenyl]methyl}-1H-pyrazolo[3,4-b]pyridine-5-carboxamide